NC=1N=C2N(N=C(C=C2)C=2C=CC(=C(C2)NC(=O)N2OCC[C@H]2C2=CC=CC=C2)OC)C1 (S)-N-(5-(2-aminoimidazo[1,2-b]pyridazin-6-yl)-2-methoxyphenyl)-3-phenylisoxazolidin-2-carboxamide